(R)-3-(4-(5-amino-6-(1-(1-methylpiperidin-4-yl)-1H-pyrazol-4-yloxy)pyrazin-2-yl)-6-(3-methylmorpholino)pyridin-2-yl)oxetan-3-ol NC=1N=CC(=NC1OC=1C=NN(C1)C1CCN(CC1)C)C1=CC(=NC(=C1)N1[C@@H](COCC1)C)C1(COC1)O